C(C1=CC=CC=C1)OC1=CC=C(C=C1)N1C(N(CC1)C1C(N(CCC1)C(=O)OC(C)(C)C)=O)=O tert-Butyl 3-(3-(4-(benzyloxy)phenyl)-2-oxoimidazolidin-1-yl)-2-oxopiperidine-1-carboxylate